FC=1C=C(CN2C=NC(=C2)C(=O)NC2C(N(C=3N(CC2)C=CN3)C)=O)C=CC1F 1-(3,4-difluorobenzyl)-N-(9-methyl-8-oxo-6,7,8,9-tetrahydro-5H-imidazo[1,2-a][1,3]diazepin-7-yl)-1H-imidazole-4-carboxamide